N-Hydroxy-1-(4-methoxyphenyl)sulfonyl-4-(4-biphenylcarbonyl)piperazine-2-carboxamide ONC(=O)C1N(CCN(C1)C(=O)C1=CC=C(C=C1)C1=CC=CC=C1)S(=O)(=O)C1=CC=C(C=C1)OC